ClC=1C(=NC2=CC(=C(N=C2C1N[C@H](C)C=1C=C(C#N)C=CC1F)C1=CC=C(C=C1)P(=O)(C)C)F)C 3-[(1R)-1-({3-chloro-6-[4-(dimethylphosphoryl)phenyl]-7-fluoro-2-methyl-1,5-naphthyridin-4-yl}amino)ethyl]-4-fluorobenzonitrile